N1C(=S)NC(=O)C=C1 2-Thio-Uracil